O[C@@](C)(CC)C=1NC(C=2SC(=C3OCCCC1C23)C=2C=NNC2)=O (S)-5-(2-hydroxybut-2-yl)-1-(1H-pyrazol-4-yl)-4,6,7,8-tetrahydro-3H-9-oxa-2-thia-4-azabenzo[cd]azulene-3-one